C(=C)C1=C(N=C2N1C=CC=C2NC2CCN(CC2)C)C#CC N-[3-ethenyl-2-(prop-1-yn-1-yl)imidazo[1,2-a]pyridin-8-yl]-1-methylpiperidin-4-amine